2-amino-5-chloro-1,4-benzenediol NC1=C(C=C(C(=C1)O)Cl)O